N-(3-((5-chloro-2-((3-methyl-1-(1-methylpiperidin-4-yl)-1H-pyrazol-4-yl)amino)pyrimidin-4-yl)amino)propyl)cyclobutanecarboxamide ClC=1C(=NC(=NC1)NC=1C(=NN(C1)C1CCN(CC1)C)C)NCCCNC(=O)C1CCC1